(S)-N-(4-cyclobutyl-5-(4-fluorophenyl)-1-methyl-1H-pyrazol-3-yl)-2,2-difluorocyclopropane-1-carboxamide C1(CCC1)C=1C(=NN(C1C1=CC=C(C=C1)F)C)NC(=O)[C@H]1C(C1)(F)F